BrC=1C(=NC=C(C1N1C[C@@](CC1)(C)NC(OC(C)(C)C)=O)C(N[C@@H](C)C1CC1)=O)C tert-butyl ((S)-1-(3-bromo-5-(((S)-1-cyclopropylethyl)carbamoyl)-2-methylpyridin-4-yl)-3-methylpyrrolidin-3-yl)carbamate